CN1C(C2=C(C=C1)SC(=C2)C(=O)OCC)=O ethyl 5-methyl-4-oxo-4,5-dihydrothieno[3,2-c]pyridine-2-carboxylate